tert-Butyl ((1S,3R)-3-((6-(1-(tetrahydrofuran-3-yl)-1H-pyrazol-4-yl)pyrazolo[1,5-a]pyrazin-4-yl)oxy)cyclohexyl)carbamate O1CC(CC1)N1N=CC(=C1)C=1N=C(C=2N(C1)N=CC2)O[C@H]2C[C@H](CCC2)NC(OC(C)(C)C)=O